1-phenyl-1,2-propanedione-2-Oxime C1(=CC=CC=C1)C(C(C)=NO)=O